N1C(=NC=C1)C1=CC=C(C(=N1)C)N1CCN(CC1)CC1=NSC(=C1)NC(C(CC)=O)=O N-(3-((4-(6-(1H-imidazol-2-yl)-2-methylpyridin-3-yl)piperazin-1-yl)methyl)isothiazol-5-yl)-2-oxobutanamide